C(C1=CC=CC=C1)C(C(=O)O)CSC1=C(C=C(C=C1)C1=NC(=NC(=N1)C(Cl)(Cl)Cl)C(Cl)(Cl)Cl)Cl benzyl-3-{chloro-4-[2,4-bis(trichloromethyl)-s-triazin-6-yl]phenylthio}propanoic acid